ClC=1N=C(C2=C(N1)CCS2)NC2(CCC2)C[2H] (1-((2-chloro-6,7-dihydrothieno[3,2-d]pyrimidin-4-yl)amino)cyclobutyl)methane-d